ClC1=C(C=C(C=C1)F)C1C=2N(CC(N1)=O)C(=CC2C2=NC1=C(N2)C(=CC(=C1)C(F)(F)F)F)C(=O)NC 1-(2-chloro-5-fluorophenyl)-8-(7-fluoro-5-(trifluoromethyl)-1H-benzo[d]imidazol-2-yl)-N-methyl-3-oxo-1,2,3,4-tetrahydropyrrolo[1,2-a]pyrazine-6-carboxamide